ClC=1C(=C(C(=C(C1)C(Cl)(Cl)Cl)C)C1=NOCC1)SC (3-chloro-6-methyl-2-(methylthio)-5-(trichloromethyl)phenyl)-4,5-dihydro-isoxazole